N1C(=NC2=C1C=CC=C2)C2=NNC1=CC=C(C=C21)C(=O)N2CCN(CC2)C (3-(1H-benzo[d]imidazol-2-yl)-1H-indazol-5-yl)(4-methylpiperazin-1-yl)methanone